NC=1C2=C(N=CN1)N(C(=C2C2=CCC(CC2)C(=O)N2CCCC2)C2=CC=C(C=C2)NC(C=C)=O)C N-(4-(4-amino-7-methyl-5-(4-(pyrrolidine-1-carbonyl)cyclohex-1-enyl)-7H-pyrrolo[2,3-d]pyrimidin-6-yl)phenyl)acrylamide